IC1=CC=C(C=C1)CN(C)C 1-(4-iodophenyl)-N,N-dimethylmethanamine